C(C)(C)(C)OC([C@H](CSSC[C@@H](C(=O)OC(C)(C)C)N)N)=O (2R)-2-amino-3-[[(2R)-2-amino-3-tert-butoxy-3-oxo-propyl]disulfanyl]propanoic acid tert-butyl ester